3,5-dichloro-2-[6-[(2R)-2-(methoxymethyl)morpholin-4-yl]pyridazin-3-yl]phenol ClC=1C(=C(C=C(C1)Cl)O)C=1N=NC(=CC1)N1C[C@@H](OCC1)COC